(1S)-1-[1-(5-chloropyridin-2-yl)-3-cyclopropyl-1H-1,2,4-triazol-5-yl]ethanamine hydrochloride Cl.ClC=1C=CC(=NC1)N1N=C(N=C1[C@H](C)N)C1CC1